L-1-vinyl-pyridine C(=C)N1CC=CC=C1